N-(3-(hydroxymethyl)pyrrolidin-3-yl)-2-methyl-5-((2-methylthiazol-5-yl)methoxy)benzofuran-3-carboxamide OCC1(CNCC1)NC(=O)C1=C(OC2=C1C=C(C=C2)OCC2=CN=C(S2)C)C